CC/C=C\C/C=C\C/C=C\CCCCCCCCC(=O)OC[C@H](COP(=O)([O-])OCC[N+](C)(C)C)O 1-(10Z,13Z,16Z-nonadecatrienoyl)-sn-glycero-3-phosphocholine